methyl 2-(2-(2-(4-((3-((tertbutoxy carbonyl)amino)propanamido)methyl)phenyl)thiazole-4-carboxamido)acrylamido)acrylate C(C)(C)(C)OC(=O)NCCC(=O)NCC1=CC=C(C=C1)C=1SC=C(N1)C(=O)NC(C(=O)NC(C(=O)OC)=C)=C